1,3-dimethylpurine-2,6-dione CN1C(N(C=2N=CNC2C1=O)C)=O